BrCCC1=CC=C(C=C1)CBr 1-(2-bromoethyl)-4-bromomethylbenzene